NC1=CC=C(C=N1)C1CCN(CC1)C(=O)C1=NC=C(C(=C1)OC)OC1=CC=CC=C1 (6-Amino-3',4',5',6'-tetrahydro-2'H-[3,4']bipyridinyl-1'-yl)-(4-methoxy-5-phenoxy-pyridin-2-yl)-methanone